[N+](#[C-])C1=C(C=CC(=C1)C)C(=O)C1=CC=CC=C1 (2-isocyano-4-methylphenyl)(phenyl)methanone